(2R,3S,4S,5R)-3-(2-(2,2-difluoro-3-hydroxypropoxy)-3,4-difluorophenyl)-4,5-dimethyl-5-(trifluoromethyl)tetrahydrofuran FC(COC1=C(C=CC(=C1F)F)[C@H]1CO[C@]([C@H]1C)(C(F)(F)F)C)(CO)F